5-bromo-2-((2-(trimethylsilyl)ethoxy)methyl)phthalazin-1-one BrC1=C2C=NN(C(C2=CC=C1)=O)COCC[Si](C)(C)C